7-Bromo-5-chloro-1-methyl-1H-pyrazolo[4,3-b]pyridine BrC1=C2C(=NC(=C1)Cl)C=NN2C